ClC1(C(CC1CCC)=O)Cl 2,2-dichloro-3-propyl-1-cyclobutanone